FC1=CC=C(CNC(=O)C2=CN=C3N2C=C(C=C3)C3=CC=NC=C3)C=C1 N-(4-fluorobenzyl)-6-(pyridin-4-yl)imidazo[1,2-a]pyridine-3-carboxamide